1,12-di(benzyl)tetraethylenepentamine C(C1=CC=CC=C1)NCCNCCNCCNCC(N)CC1=CC=CC=C1